ClC=1C=C(C(=O)N2CC=3C(C[C@H]2C)=NN(C3C(=O)OCC)CCN[C@H](C)C3=CC=C(C=C3)OC)C=CC1Cl Ethyl (6R)-5-(3,4-dichlorobenzoyl)-2-(2-{[(1R)-1-(4-methoxyphenyl)ethyl]amino}ethyl)-6-methyl-4,5,6,7-tetrahydro-2H-pyrazolo[4,3-c]pyridine-3-carboxylate